6-(Benzyloxy)hexanal tert-butyl-3-(2-(1-methyl-1H-pyrazol-4-yl)-1H-pyrrolo[2,3-b]pyridin-4-yl)-3,8-diazabicyclo[3.2.1]octane-8-carboxylate C(C)(C)(C)OC(=O)N1C2CN(CC1CC2)C2=C1C(=NC=C2)NC(=C1)C=1C=NN(C1)C.C(C1=CC=CC=C1)OCCCCCC=O